C(C)C=1C(=CC=C2C=C(C=C(C12)C1=C(C=2N=C(N=C(C2C=N1)N1CCC(CCC1)(O)C)OC[C@]12CCCN2C[C@@H](C1)F)F)O)F 1-(7-(8-Ethyl-7-fluoro-3-hydroxynaphthalen-1-yl)-8-fluoro-2-(((2R,7aS)-2-fluorotetrahydro-1H-pyrrolizin-7a(5H)-yl)methoxy)pyrido[4,3-d]pyrimidin-4-yl)-4-methylazepan-4-ol